C(C)(C)(C)OC(=O)N1C(CCCC1)C=1SC(=C(N1)C1=C(C(=CC=C1)NS(=O)(=O)C1=C(C=CC(=C1)F)F)F)C1=NC(=NC=C1)N 2-{5-(2-Aminopyrimidin-4-yl)-4-[3-(2,5-difluoro-benzenesulfonylamino)-2-fluorophenyl]-thiazol-2-yl}-piperidine-1-carboxylic acid tert-butyl ester